COC1=C(C=C(C(=C1)OC)OC)Cl 2,4,5-trimethoxychlorobenzene